C1(CCCCC1)NC(=O)C1=CC2=C(N=C(S2)N2C[C@@H]3CNC[C@@H]3C2)C=C1 N-cyclohexyl-2-((3aR,6aS)-hexahydropyrrolo[3,4-c]pyrrol-2(1H)-yl)benzo[d]thiazole-6-carboxamide